N-(3,4-dichloro-1H-indol-7-yl)-4-((4-(pyridin-3-yloxy)piperidin-1-yl)sulfonyl)benzenesulfonamide ClC1=CNC2=C(C=CC(=C12)Cl)NS(=O)(=O)C1=CC=C(C=C1)S(=O)(=O)N1CCC(CC1)OC=1C=NC=CC1